FC1=CC(=C(C=C1C=1C=NC(=NC1)N1CCOCC1)NC(=O)C1=CNC(C=C1C(F)(F)F)=O)N1C[C@@H](CC1)N(S(=O)(=O)C)C |r| N-[4-fluoro-5-(2-morpholin-4-ylpyrimidin-5-yl)-2-[rac-(3R)-3-[methyl(methylsulfonyl)amino]pyrrolidin-1-yl]phenyl]-6-oxo-4-(trifluoromethyl)-1H-pyridine-3-carboxamide